Ethylenbis-stearamid C(CCCCCCCCCCCCCCCCCCC(=O)N)CCCCCCCCCCCCCCCCCC(=O)N